Bicyclo[2.2.2]octane-1-ylmethyl mesylate S(C)(=O)(=O)OCC12CCC(CC1)CC2